tert-butyl(2-((tert-butyldimethylsilyl)oxy)ethyl)(2-(methylamino)ethyl)carbamate C(C)(C)(C)OC(N(CCNC)CCO[Si](C)(C)C(C)(C)C)=O